(S)-N-((R)-1-(4-carbamimidoylthiophen-2-yl)ethyl)-7-((9,9-difluoro-1-methyl-9H-fluorene-3-carbonyl)glycyl)-1,4-dioxa-7-azaspiro[4.4]nonane-8-carboxamide C(N)(=N)C=1C=C(SC1)[C@@H](C)NC(=O)[C@H]1N(CC2(OCCO2)C1)C(CNC(=O)C=1C=C(C=2C(C3=CC=CC=C3C2C1)(F)F)C)=O